phenylthiobutanal C1(=CC=CC=C1)SC(C=O)CC